4-methylthiophene-3-carboxylic acid ethyl ester C(C)OC(=O)C1=CSC=C1C